2-methyl-2-(4-methylphenylsulfonyl)propan-1-one CC(C=O)(C)S(=O)(=O)C1=CC=C(C=C1)C